CCC(C)(C)[O-].[K+].OC[C@@H](COCCCCCCCCCCCCCCCCCC)OC=1C=C(C#N)C=CC1 (S)-3-((1-hydroxy-3-(octadecyloxy)propan-2-yl)oxy)benzonitrile Potassium tert-pentoxide